(1S,3S)-N-((S)-3-(benzyloxy)-2-hydroxypropyl)-1-((((1s,4R)-4-(3-(benzyloxy)phenyl)cyclohexyl)oxy)methyl)-3-(methylsulfonamido)cyclopentane-1-carboxamide C(C1=CC=CC=C1)OC[C@H](CNC(=O)[C@@]1(C[C@H](CC1)NS(=O)(=O)C)COC1CCC(CC1)C1=CC(=CC=C1)OCC1=CC=CC=C1)O